3-(4-(4-Amino-4-methylpent-1-yn-1-yl)-1-oxoisoindolin-2-yl)piperidine-2,6-dione NC(CC#CC1=C2CN(C(C2=CC=C1)=O)C1C(NC(CC1)=O)=O)(C)C